ClC=1C=C2C=CN(C2=C(C1)C1=C2C(=NC=C1)C=C(S2)CN2C(C(=CC2=O)C2=CC=CC=C2)=O)CC2(CCNCC2)C#N 4-((5-Chloro-7-(2-((2,5-dioxo-3-phenyl-2,5-dihydro-1H-pyrrol-1-yl)methyl)Thieno[3,2-b]pyridin-7-yl)-1H-indol-1-yl)methyl)piperidine-4-carbonitrile